N[C@H](CO)C1=C(C=CC=C1)F (S)-2-amino-2-(2-fluorophenyl)-ethan-1-ol